N-ethyl-4-(5-(4-fluoro-2,6-dimethylphenoxy)-1-methyl-2-oxo-1,2-dihydropyridin-4-yl)-6-methyl-7-oxo-6,7-dihydro-1H-pyrrolo[2,3-c]pyridine-2-carboxamide C(C)NC(=O)C1=CC2=C(C(N(C=C2C2=CC(N(C=C2OC2=C(C=C(C=C2C)F)C)C)=O)C)=O)N1